2-[(4-{6-[(4-chloro-2-fluorobenzyl)oxy]pyridin-2-yl}piperidin-1-yl)methyl]-1-[2-(5-methyl-1,3,4-oxadiazol-2-yl)ethyl]-1H-benzimidazole-6-carboxylic acid ClC1=CC(=C(COC2=CC=CC(=N2)C2CCN(CC2)CC2=NC3=C(N2CCC=2OC(=NN2)C)C=C(C=C3)C(=O)O)C=C1)F